2-benzyl-4-methyl-4-(selenocyanatomethyl)isoquinoline-1,3(2H,4H)-dione C(C1=CC=CC=C1)N1C(C2=CC=CC=C2C(C1=O)(C[Se]C#N)C)=O